Cl.CN1C=[NH+]C=C1.CN1C=[NH+]C=C1 bis(1-methyl-1H-imidazole-3-ium) hydrochloride